6-(3-Chloro-2-fluoro-4-{[(1S*,2R*)-2-(hydroxymethyl)cyclopropyl]methoxy}phenyl)-5-methyl-4,5-dihydro-2H-pyridazin-3-one ClC=1C(=C(C=CC1OC[C@@H]1[C@@H](C1)CO)C=1C(CC(NN1)=O)C)F |o1:9,10|